C(C)(C)(C)OC1=C(C=CC(=C1OC)OC)/C=C/C(=O)C1=CC(=CC=C1)O (E)-3-(2-(tert-butoxy)-3,4-dimethoxyphenyl)-1-(3-hydroxyphenyl)prop-2-en-1-one